CNCCCCNC N,N'-dimethyl-1,4-butylenediamine